4-bromo-5-methoxy-3-(trifluoromethyl)-2-((2-(trimethylsilyl)ethoxy)methyl)-2H-pyrazolo[3,4-c]Pyridine BrC=1C=2C(C=NC1OC)=NN(C2C(F)(F)F)COCC[Si](C)(C)C